1,2,5,6-tetrahydropyridin N1CC=CCC1